ClC=1C(=C(CNC(CN(C(CN2N=C3N=CNC(C3=C2)=O)=O)C(C)C)=O)C=CC1)F N-(2-(3-chloro-2-fluorobenzylamino)-2-oxoethyl)-N-isopropyl-2-(4-oxo-4,5-dihydro-2H-pyrazolo[3,4-d]pyrimidin-2-yl)acetamide